methyl 9-(3,5-dichlorophenyl)-6-hydroxy-[1,2,4]triazolo[5,1-a]isoquinoline-5-carboxylate ClC=1C=C(C=C(C1)Cl)C1=CC=C2C(=C(N3C(C2=C1)=NC=N3)C(=O)OC)O